N-(2-(4-amino-7-(1H-pyrazol-3-yl)-2H-pyrazolo[4,3-c]quinolin-2-yl)ethyl)methanesulfonamide NC1=NC=2C=C(C=CC2C=2C1=CN(N2)CCNS(=O)(=O)C)C2=NNC=C2